methyl (R)-4-amino-3-fluorobutanoate HCl salt Cl.NC[C@@H](CC(=O)OC)F